C(#N)C=1C(=C(C(=O)N)C=CC1)C1=C2CN(CC2=C(C=C1)F)C#N cyano-2-(2-cyano-7-fluoroisoindolin-4-yl)benzamide